tris(2-[(2,4,8,10-tetrakis-t-butyldibenzo[d,f][1,3,2]dioxaphosphepin-6-yl)oxy]ethyl)amine C(C)(C)(C)C1=CC2=C(OP(OC3=C2C=C(C=C3C(C)(C)C)C(C)(C)C)OCCN(CCOP3OC2=C(C4=C(O3)C(=CC(=C4)C(C)(C)C)C(C)(C)C)C=C(C=C2C(C)(C)C)C(C)(C)C)CCOP2OC4=C(C3=C(O2)C(=CC(=C3)C(C)(C)C)C(C)(C)C)C=C(C=C4C(C)(C)C)C(C)(C)C)C(=C1)C(C)(C)C